[O-]S(=O)(=O)C(F)(F)F.C(CCCC)[N+]1(CCCCC1)CCCC 1-Pentyl-1-butylpiperidinium triflat